4-mono(4'-hydroxyphenyl)-pentanoic acid OC1=CC=C(C=C1)C(CCC(=O)O)C